O=C1NC(CCC1N1C(C2=CC=CC(=C2C1)OC1CCN(CC1)CCC(=O)O)=O)=O 3-(4-((2-(2,6-dioxopiperidin-3-yl)-1-oxoisoindolin-4-yl)oxy)piperidin-1-yl)propanoic acid